1-(4-bromo-2-methoxyphenyl)-4-chlorophthalazine BrC1=CC(=C(C=C1)C1=NN=C(C2=CC=CC=C12)Cl)OC